C[N+](C)(C)CCOP(=O)([O-])OC[C@@H](CO)O The molecule is a member of the class of phosphocholines that is the choline ester of sn-glycero-3-phosphate. It is one of the major osmolyte in the renal medullary cells. It has a role as a parasympatholytic, a neuroprotective agent, a human metabolite, a Saccharomyces cerevisiae metabolite, an Escherichia coli metabolite and a mouse metabolite. It is a member of sn-glycerol 3-phosphates and a member of phosphocholines.